5,6-dichloro-N2-(2-isopropyl-4-methylpyridin-3-yl)pyridine-2,3-diamine-1-d ClC=1C=C(C(N(C1Cl)[2H])NC=1C(=NC=CC1C)C(C)C)N